N[C@H]1CN(C[C@@H](C1)F)C(=O)C=1C=CC=2N(C1)N=C(C2C)C=2N(C1=CC(=CC=C1C2)C2=CC=C(C=C2)CNS(=O)(=O)C)CC2CC2 N-{[4-(2-{6-[(3R,5R)-3-amino-5-fluoropiperidine-1-carbonyl]-3-methylpyrazolo[1,5-a]pyridin-2-yl}-1-(cyclopropylmethyl)-1H-indol-6-yl)phenyl]methyl}methanesulfonamide